FC(OC=1C=CC(=NC1)C1CCN(CC1)C(=O)OC(C)(C)C)(F)F tert-Butyl 4-(5-(trifluoromethoxy)pyridin-2-yl)piperidine-1-carboxylate